1,3,3-Trimethyl-5-propyloctahydrobenzo[c]isoxazol CN1OC(C2C1CCC(C2)CCC)(C)C